CC1=CC=C(C=C1)S(=O)(=O)OC1=CC2=CC=C(C=C2C=C1)F 6-fluoronaphthalen-2-yl 4-methylbenzenesulfonate